(R)-2-(6-(4-(1-methyl-1H-pyrazole-5-yl)-4H-1,2,4-triazol-3-yl)pyridin-2-yl)-4-((methylamino)methyl)-6-(2-methylpyrrolidine-1-yl)-2,3-dihydro-1H-pyrrolo[3,4-c]pyridin-1-one CN1N=CC=C1N1C(=NN=C1)C1=CC=CC(=N1)N1CC=2C(=NC(=CC2C1=O)N1[C@@H](CCC1)C)CNC